O=C1NC(CCC1N1C(C2=CC=C(C=C2C1=O)N1CC2(CC(C2)N2CCN(CC2)C2=C(C=CC=C2)S(=O)(=O)NC2=NOC3=C2C(=CC(=C3)CN3N=CC=C3)OC)CC1)=O)=O [4-[6-[2-(2,6-Dioxopiperidin-3-yl)-1,3-dioxoisoindol-5-yl]-6-azaspiro[3.4]oct-2-yl]piperazin-1-yl]-N-[4-methoxy-6-(pyrazol-1-ylmethyl)-1,2-benzoxazol-3-yl]benzenesulfonamide